FC1=CC=C(C=C1)[C@@H](C)NC1=CC=C(C=N1)C=1C=NC=C(C1)OC (R)-N-(1-(4-fluorophenyl)ethyl)-5'-methoxy-[3,3'-bipyridin]-6-amine